octoxyisoindoline-1,3-dione C(CCCCCCC)ON1C(C2=CC=CC=C2C1=O)=O